F\C(=C/CN)\CN1C=NC2=C1C=C(C=C2C2=CC(=CC=C2)S(=O)(=O)C)F (Z)-3-fluoro-4-(6-fluoro-4-(3-(methylsulfonyl)phenyl)-1H-benzo[d]imidazol-1-yl)but-2-en-1-amine